[Sn].[Mg] magnesium-tin